1,3-BIS-[Tris-(hydroxymethyl)methylamino]-Propane OCC(NCCCNC(CO)(CO)CO)(CO)CO